4H-3,1-benzoxazinone N1C(OCC2=C1C=CC=C2)=O